para-benzoylbenzoic acid C(C1=CC=CC=C1)(=O)C1=CC=C(C(=O)O)C=C1